2-(2,6-dioxopiperidin-3-yl)-5-((5-(4-((1r,3r)-3-((5-(5-methyl-5H-pyrido[4,3-b]indol-7-yl)pyridin-2-yl)oxy)cyclobutoxy)piperidin-1-yl)pentyl)oxy)isoindoline-1,3-dione O=C1NC(CCC1N1C(C2=CC=C(C=C2C1=O)OCCCCCN1CCC(CC1)OC1CC(C1)OC1=NC=C(C=C1)C=1C=CC=2C3=C(N(C2C1)C)C=CN=C3)=O)=O